9-(4-chloro-2-fluoro-phenyl)-7-[2-[6-keto-1-(2,2,2-trifluoroethyl)-3-pyridyl]tetrahydropyran-4-yl]-2,3-dimethyl-pyrimido[1,2-b]pyridazin-4-one ClC1=CC(=C(C=C1)C=1C=2N(N=C(C1)C1CC(OCC1)C1=CN(C(C=C1)=O)CC(F)(F)F)C(C(=C(N2)C)C)=O)F